N'-{5-bromo-6-[(trans-4-isopropylcyclohexyl)oxy]-2-methylpyridin-3-yl}-N-ethyl-N-methylformamidine BrC=1C=C(C(=NC1O[C@@H]1CC[C@H](CC1)C(C)C)C)N=CN(C)CC